C(C1=CC=CC=C1)(=O)OC=1C=CC=C2C=CNC12 (1H-indol-7-yl) benzoate